2,4-difluoro-3-iodo-6-methylbenzoic acid methyl ester COC(C1=C(C(=C(C=C1C)F)I)F)=O